NC1=NC=2C=NC(=CC2C2=C1[C@H](OC2)C)C(=O)N2[C@H](COCC2)C2=NC=C(C=C2)C(F)(F)F ((3R)-4-amino-3-methyl-1,3-dihydrofuro[3,4-c][1,7]naphthyridin-8-yl)((3S)-3-(5-(trifluoromethyl)-2-pyridinyl)-4-morpholinyl)methanone